FC1=CC=C(C=C1)C#CCN(C1=CC=CC=C1)C(=S)F (3-(4-fluorophenyl)prop-2-yn-1-yl)(phenyl)aminothioformyl fluoride